N-((1r,4r)-4-((3-(3-amino-1H-indazol-6-yl)-2-oxo-2,3-dihydro-1H-benzo[d]imidazol-1-yl)methyl)cyclohexyl)-5-chloro-2-methylnicotinamide NC1=NNC2=CC(=CC=C12)N1C(N(C2=C1C=CC=C2)CC2CCC(CC2)NC(C2=C(N=CC(=C2)Cl)C)=O)=O